NC=1N=C(SC1C(C1=CC=CC=C1)=O)N(C1=CC2=C(OC(O2)(F)F)C=C1)C(C(=O)N)C [(4-amino-5-benzoyl-thiazol-2-yl)-(2,2-difluoro-1,3-benzodioxol-5-yl)amino]propanamide